1-(2-(6-methoxypyridin-3-yl)-2,3-dihydrobenzo[b][1,4]dioxin-6-yl)ethan-1-one oxime COC1=CC=C(C=N1)C1COC2=C(O1)C=CC(=C2)C(C)=NO